C1(=CC=CC=C1)C=1C2(C3=CC=CC=C3C1)CCC1(CC2)OCCO1 phenyldispiro[[1,3]dioxolane-2,1'-cyclohexane-4',1''-indene]